C1(=CC=CC=C1)C=CC(=O)C1=CC=C(C=C1)C(F)(F)F 3-phenyl-1-(4-(trifluoromethyl)phenyl)prop-2-en-1-one